(S)-N-(8,9-difluoro-6-oxo-1,4,5,6-tetrahydro-2H-pyrano[3,4-c]isoquinolin-1-yl)-N-methylpyrazolo[1,5-a]pyridine-2-carboxamide FC=1C(=CC=2C3=C(NC(C2C1)=O)COC[C@H]3N(C(=O)C3=NN1C(C=CC=C1)=C3)C)F